C1(CC1)OC=1SC2=C(N1)NC(=C2)C(=O)NC2CN[Si](CCC2)(C)C 2-(cyclopropyloxy)-N-(1,1-dimethylsilazepan-4-yl)-4H-pyrrolo[2,3-d]thiazole-5-carboxamide